BrC=1C(=C(C=C(C1)F)C1=CC(=NC(=C1)Cl)Cl)OC 4-(3-bromo-5-fluoro-2-methoxyphenyl)-2,6-dichloropyridine